1-(2-naphthaloylmethyl)thiolium triflate [O-]S(=O)(=O)C(F)(F)F.C1=C(C=CC2=CC=CC=C12)C(=O)C[S+]1C=CC=C1